4-amino-N,3-dimethyl-N-((4S)-7-(trifluoromethyl)-3,4-dihydro-1H-pyrano[4,3-c]pyridin-4-yl)-3H-pyrazolo[3,4-c]quinoline-8-carboxamide NC1=NC=2C=CC(=CC2C2=C1N(N=C2)C)C(=O)N([C@@H]2COCC1=C2C=NC(=C1)C(F)(F)F)C